(3S,5R)-5-[(5-chlorooxazolo[4,5-b]pyridin-2-yl)amino]piperidin ClC1=CC=C2C(=N1)N=C(O2)N[C@@H]2CCCNC2